2-(2-chlorophenyl)-N-(1-(4-chlorophenyl)-4-sulfamoyl-1H-benzo[d]imidazol-6-yl)acetamide ClC1=C(C=CC=C1)CC(=O)NC=1C=C(C2=C(N(C=N2)C2=CC=C(C=C2)Cl)C1)S(N)(=O)=O